2-(2-chlorophenyl)-2-hydroxy-N-{3-sulfamoyl-4-[4-(trifluoromethyl)-1H-pyrazol-1-yl]phenyl}Ethanamide Methyl-(2S)-2-[(3R)-pyrrolidin-3-yl]-3-(3-vinylphenyl)propanoate COC([C@@H](CC1=CC(=CC=C1)C=C)[C@@H]1CNCC1)=O.ClC1=C(C=CC=C1)C(C(=O)NC1=CC(=C(C=C1)N1N=CC(=C1)C(F)(F)F)S(N)(=O)=O)O